COC1=CC=C(C=C1C1=C(C=CC=C1C)C)C=1NC(=C([N+]1[O-])C(NC1=CC(=CC=C1)S(=O)(=O)NC)=O)C 2-(6-methoxy-2',6'-dimethyl-[1,1'-biphenyl]-3-yl)-5-methyl-4-((3-(methylaminosulfonyl)phenyl)carbamoyl)-1H-imidazole 3-oxide